7-{4-[4-(1-Benzothiophen-4-yl)piperazin-1-yl]butoxy}quinolin-2(1H)-one S1C=CC2=C1C=CC=C2N2CCN(CC2)CCCCOC2=CC=C1C=CC(NC1=C2)=O